FC=1C=C2C=C(NC2=CC1OCC1=NOC=C1)CNC(=O)C1(CC1)C(F)(F)F N-((5-fluoro-6-(isoxazol-3-ylmethoxy)-1H-indol-2-yl)methyl)-1-(trifluoromethyl)cyclopropane-1-carboxamide